C(\C=C/C(=O)N)(=S)[O-] thiomaleamate